2-((2-chloro-5-(imidazo[1,2-a]pyridin-6-yl)-7-((2-(trimethylsilyl)ethoxy)methyl)-7H-pyrrolo[2,3-d]pyrimidin-4-yl)oxy)ethan-1-ol ClC=1N=C(C2=C(N1)N(C=C2C=2C=CC=1N(C2)C=CN1)COCC[Si](C)(C)C)OCCO